3-(4-aminophenyl)-1-(4-methoxybenzyl)-1H-pyrazolo[3,4-d]pyrimidin-4-ylamine NC1=CC=C(C=C1)C1=NN(C2=NC=NC(=C21)N)CC2=CC=C(C=C2)OC